N=1C=NN2C1C=C(C=C2)OC2=C(C=C(C=C2)NC=2C1=C(N=CN2)C=CC(=N1)OC1CC2CCC(C1)N2C(C=C)=O)C 1-(endo-3-((4-((4-([1,2,4]Triazolo[1,5-a]pyridin-7-yloxy)-3-methylphenyl)amino)pyrido[3,2-d]pyrimidin-6-yl)oxy)-8-azabicyclo[3.2.1]octan-8-yl)prop-2-en-1-one